potassium (R)-oxirane-2-carboxylate O1[C@H](C1)C(=O)[O-].[K+]